4-((5-cyano-1-ethyl-2-hydroxy-4-methyl-6-oxo-1,6-dihydropyridin-3-yl)diazenyl)-N,N-bis(2-hydroxyethyl)benzenesulfonamide C(#N)C1=C(C(=C(N(C1=O)CC)O)N=NC1=CC=C(C=C1)S(=O)(=O)N(CCO)CCO)C